2-(2-fluoro-4-((2-methoxybenzamido)methyl)-5-methylphenyl)-9,10-dihydro-4H-benzo[d]pyrazolo[1,5-a][1,3]diazepine-3-carboxamide FC1=C(C=C(C(=C1)CNC(C1=C(C=CC=C1)OC)=O)C)C1=NN2C(NC3=C(CC2)C=CC=C3)=C1C(=O)N